ClC1=C(C(=CC=C1)Cl)N1CC(C1)C1=C(C=C(CN2CC(C2)(O)C)C=C1C)C 1-(4-(1-(2,6-dichlorophenyl)azetidin-3-yl)-3,5-dimethylbenzyl)-3-methylazetidin-3-ol